NC1=C2N=CN(C2=NC(=N1)Cl)[C@H]1[C@H]([C@@H]([C@H](O1)COC(C(=O)O)(C(=O)O)CC1=CC(=CC=C1)F)O)F 2-(((2R,3R,4S,5R)-5-(6-amino-2-chloro-9H-purin-9-yl)-4-fluoro-3-hydroxytetrahydrofuran-2-yl)methoxy)-2-(3-fluorobenzyl)malonic acid